2-(4-(5-(Aminomethyl)-8-oxo-7,8-dihydropyrido[2,3-d]pyridazin-3-yl)-1-methyl-1H-pyrazol-5-yl)-4-chloro-6-cyclopropyloxy-3-fluorobenzonitrile NCC=1C2=C(C(NN1)=O)N=CC(=C2)C=2C=NN(C2C2=C(C#N)C(=CC(=C2F)Cl)OC2CC2)C